C(#N)C=1C=C(C=CC1)C=1N=C(SC1C1=CC(=NC(=C1)C)C)NC(=O)N1[C@@H](CCC1)CO (2S)-N-[4-(3-cyanophenyl)-5-(2,6-dimethyl-4-pyridyl)thiazol-2-yl]-2-(hydroxymethyl)pyrrolidine-1-carboxamide